C(#N)C1(CC(CCC1)C#N)O 1,3-dicyano-1-cyclohexanol